(2-aminoethyl)-3-bromopyridinium chloride [Cl-].NCC[N+]1=CC(=CC=C1)Br